1-((3-(5-(4-methylthiazol-2-yl)-4,5-dihydro-1H-pyrazole-1-carbonyl)bicyclo[1.1.1]-pentan-1-yl)methyl)-1H-indazole-5-carbonitrile CC=1N=C(SC1)C1CC=NN1C(=O)C12CC(C1)(C2)CN2N=CC1=CC(=CC=C21)C#N